C([C@@H]1[C@@H]([C@@H]([C@H]([C@@H](O1)O[C@@H]2[C@H](O[C@H]([C@@H]([C@H]2O)O)O)COS(=O)(=O)O)O)O)O)O The molecule is a glycosylglucose derivative that consists of 6-sulfated beta-D-glucose with a beta-D-galactosyl residue attached at position 4. It has a role as an epitope. It is a glycosylglucose derivative and an oligosaccharide sulfate.